C(C)(C)OC([C@H](CCC(C=[N+]=[N-])=O)NC([C@H](CC1CCCC1)O)=O)=O.CC=1C=C(C=C(C1)C)SCC(C1=C(C=CC=C1)C)C1=CC=NC=C1 4-(2-((3,5-dimethylphenyl)thio)-1-o-tolylethyl)pyridine isopropyl-(S)-2-((S)-3-cyclopentyl-2-hydroxypropanamido)-6-diazo-5-oxohexanoate